3-(5-(4-((4-(furan-2-carbonyl)piperazin-1-yl)methyl)pyridin-2-yl)-1-oxoisoindolin-2-yl)piperidine-2,6-dione O1C(=CC=C1)C(=O)N1CCN(CC1)CC1=CC(=NC=C1)C=1C=C2CN(C(C2=CC1)=O)C1C(NC(CC1)=O)=O